FC(C1=CC=C(COC2=CC=C(C=C2)C2=NOC(=C2)[C@@H]([C@@](CN2N=NN=C2)(O)C2=C(C=C(C=C2)F)F)C)C=C1)(F)F (2R,3R)-3-(3-(4-(4-trifluoromethylbenzyloxy)phenyl)isoxazol-5-yl)-2-(2,4-difluorophenyl)-1-(1H-tetrazol-1-yl)butan-2-ol